C(C(=C)C)(=O)OCCC1=CC=C(C=C1)C 2-(4-methyl-phenyl)ethyl methacrylate